C(#N)CCCCC(CC(C1CC1)C1=C(CC2(OCCO2)CC1)C(=O)[O-])(F)F 8-(7-cyano-1-cyclopropyl-3,3-difluoroheptyl)-1,4-dioxaspiro[4.5]dec-7-ene-7-carboxylate